6-bromo-5-fluoro-1-(4-methoxybenzyl)-3,4-dihydro-1H-benzo[c][1,2]thiazine 2,2-dioxide BrC1=C(C2=C(N(S(CC2)(=O)=O)CC2=CC=C(C=C2)OC)C=C1)F